tert-butyloxycarbonyl-methylglutamat C(C)(C)(C)OC(=O)N([C@@H](CCC(=O)[O-])C(=O)[O-])C